ClC=1C=C(N)C=C(C1OC1=NC=C(C(=C1)SC)OC)Cl 3,5-dichloro-4-[(5-methoxy-4-methylsulfanyl-2-pyridyl)oxy]aniline